N[C@H](C(=O)OC)CC1=C2C=CC=NC2=C(C=C1)C=1C(N(C2=CC=CC=C2C1OC)C)=O methyl (S)-2-amino-3-(4-methoxy-1-methyl-2-oxo-1,2-dihydro-[3,8'-biquinolin]-5'-yl)propanoate